1-((1r,3r,5s,6r)-3-(6-chloro-1H-indazol-4-yl)-3-hydroxy-bicyclo[3.1.0]hexane-6-yl)-3-(4-chlorophenyl)urea ClC1=CC(=C2C=NNC2=C1)C1(C[C@H]2C([C@H]2C1)NC(=O)NC1=CC=C(C=C1)Cl)O